3-(5-(7-Ethyl-7H-imidazo[4,5-c]pyridazin-4-yl)-2-fluorophenyl)-N,1-dimethyl-1H-pyrrolo[3,2-b]pyridine-6-carboxamide C(C)N1C=NC2=C1N=NC=C2C=2C=CC(=C(C2)C2=CN(C=1C2=NC=C(C1)C(=O)NC)C)F